(2,3-dichloropyridin-4-yl)thiopropionic acid-2-ethylhexyl ester C(C)C(COC(C(C)C1=C(C(=NC=C1)Cl)Cl)=S)CCCC